COC1=C(C=C(C=C1)OC)C1N(CCC1)C(C=C)=O 1-(2-(2,5-dimethoxyphenyl)pyrrolidin-1-yl)prop-2-en-1-one